bis(2,2',6,6'-tetramethyl piperidyl) sebacate C(CCCCCCCCC(=O)ON1C(CCCC1(C)C)(C)C)(=O)ON1C(CCCC1(C)C)(C)C